BrC1=CC=2C(C3=CC(=CC=C3C2C=C1)Br)C1=CC=C(C=C1)OCCCCCCCC 2,7-dibromo-9-(4-(octyloxy)phenyl)-9H-fluorene